tert-butyl 4-[(1S,4R,5R)-5-[(tert-butyldiphenylsilyl)oxy]-3-oxo-2-azabicyclo[2.2.1]heptan-2-yl]-2-fluorobenzoate [Si](C1=CC=CC=C1)(C1=CC=CC=C1)(C(C)(C)C)O[C@H]1[C@@H]2C(N([C@H](C1)C2)C2=CC(=C(C(=O)OC(C)(C)C)C=C2)F)=O